FC=1C=C2C(=C(/C(/C2=CC1)=C/C1=CC(=CC=C1)C#N)C)CC(=O)O (Z)-2-(5-fluoro-2-methyl-1-(3-cyanobenzylidene)-1H-inden-3-yl)acetic acid